2,2,2-trifluoro-1-(7-fluoro-5-phenyl-6,7-dihydro-5H-pyrrolo[1,2-b][1,2,4]triazol-2-yl)ethanol FC(C(O)C=1N=C2N(N1)C(CC2F)C2=CC=CC=C2)(F)F